(dimethylamino){bis[(2-methylpropan-2-yl)oxy]}methane CN(C)C(OC(C)(C)C)OC(C)(C)C